N-(6-bromo-1-cyclobutyl-4-(trifluoromethyl)-1H-benzo[d]imidazol-2-yl)-3,3-dimethylbutanamide BrC=1C=C(C2=C(N(C(=N2)NC(CC(C)(C)C)=O)C2CCC2)C1)C(F)(F)F